CC1(OB(OC1(C)C)C=1CCN(CC1)S(=O)(=O)N)C 4-(4,4,5,5-tetramethyl-1,3,2-dioxaborolan-2-yl)-3,6-dihydropyridine-1(2H)-sulfonamide